COC(=O)C1(COC1)C1=CC(=CC=C1)C(=COC)C.ClC=1C=CC(=C(C(=O)NCCCCCCCC(=O)[O-])C1)O.C(=O)(O)C[NH+](C)C 1-Carboxy-N,N,N-trimethyl-ammonium 8-(5-chloro-2-hydroxybenzoamido)octanoate methyl-3-(3-(1-methoxyprop-1-en-2-yl)phenyl)oxetane-3-carboxylate